5-(4-((6-(3-ethylureido)pyridin-3-yl)methyl)piperazin-1-yl)-N-methyl-6-(methyl-d3)picolinamide C(C)NC(NC1=CC=C(C=N1)CN1CCN(CC1)C=1C=CC(=NC1C([2H])([2H])[2H])C(=O)NC)=O